N-ethyl-2-((4-(7-(((2S,5R)-5-(ethylsulfonamido)tetrahydro-2H-pyran-2-yl)methyl)-2,7-diazaspiro[3.5]nonan-2-yl)pyrimidin-5-yl)oxy)-5-fluoro-N-isopropylbenzamide C(C)N(C(C1=C(C=CC(=C1)F)OC=1C(=NC=NC1)N1CC2(C1)CCN(CC2)C[C@H]2OC[C@@H](CC2)NS(=O)(=O)CC)=O)C(C)C